CNCCCN1N=CC=C1 N-methyl-3-(1H-pyrazol-1-yl)propan-1-amine